CN([C@@H](CC(C)C)C(=O)O)C(=O)C1=CC=2C(C3=CC=CC(=C3C(C2C(=C1)O)=O)O)=O methyl-(4,5-dihydroxy-9,10-dioxo-9,10-dihydroanthracene-2-carbonyl)leucine